naphtho[2,3-c][1,2,5]Thiadiazole N=1SN=C2C1C=C1C=CC=CC1=C2